C1(=CC=CC=C1)S(=O)(=O)OCCCCCCCCCCCCC.[Mg] magnesium tridecyl benzenesulfonate